COC1=C(C(=O)P(CCCCCCCC)(CC2=CC=CC=C2)=O)C(=CC=C1)OC 2,6-dimethoxybenzoylbenzyloctylphosphin oxide